(5aR,5bS,7aS,10aS,10bR,E)-N-(2,4-difluorophenyl)-8-hydrazineylidene-5a,7a-dimethyl-5,5a,5b,6,7,7a,8,9,10,10a,10b,11-dodecahydro-4H-cyclopenta[7,8]phenanthro[2,1-d]thiazol-2-amine FC1=C(C=CC(=C1)F)NC=1SC2=C(N1)CC[C@@]1([C@H]3CC[C@]/4([C@H]([C@@H]3CC=C12)CC\C4=N/N)C)C